(4-chlorophenyl)-2-(2-hydroxybenzyloxy)acetamide ClC1=CC=C(C=C1)C(C(=O)N)OCC1=C(C=CC=C1)O